C(C)(C)(C)OC(=O)N1C[C@H](CCC1)NC=1C2=C(N=CN1)C(=CC(=N2)Cl)C(N)=O (3S)-3-([8-carbamoyl-6-chloropyrido[3,2-d]pyrimidin-4-yl]amino)piperidine-1-carboxylic acid tert-butyl ester